C[C@@H]1N(C[C@@H](C1)OC=1C=NC=2N(C1)N=CC2)C(=O)OC(C)(C)C tert-butyl (2S,4R)-2-methyl-4-(pyrazolo[1,5-a]pyrimidin-6-yloxy)pyrrolidine-1-carboxylate